(Z)-2-((3-benzyl-5-(3-((tert-butyldimethylsilyl)oxy)-2-fluorophenyl)pyrazin-2-yl)amino)-3-(thiophen-2-yl)acrylic acid C(C1=CC=CC=C1)C=1C(=NC=C(N1)C1=C(C(=CC=C1)O[Si](C)(C)C(C)(C)C)F)N\C(\C(=O)O)=C/C=1SC=CC1